CN(CCOC=1C=CC(=C(C(=O)NC2(CC2)C2=CC(=CC3=CC=CC=C23)C)C1)C)C 5-(2-(dimethylamino)ethoxy)-2-methyl-N-(1-(3-methylnaphthalen-1-yl)cyclopropyl)benzamide